1,1,2,3-tetrafluoro-1-propene FC(=C(CF)F)F